4-amino-7-fluoro-N,1-dimethyl-N-((5R)-2-(trifluoromethyl)-6,7-dihydro-5H-cyclopenta[b]pyridin-5-yl)-1H-pyrazolo[4,3-c]quinoline-8-carboxamide NC1=NC=2C=C(C(=CC2C2=C1C=NN2C)C(=O)N([C@@H]2CCC1=NC(=CC=C12)C(F)(F)F)C)F